ClC1=C(C(=CC=C1)F)CN1C(=NOC1=O)CN1CCC(CC1)(F)F 4-[(2-chloro-6-fluorophenyl)methyl]-3-[(4,4-difluoropiperidin-1-yl)methyl]-4,5-dihydro-1,2,4-oxadiazol-5-one